C(CCC=C)[Si](O[Si](CC)(CC)CC)(CC)CCCC=C di(4-pentenyl)tetraethyl-disiloxane